NC1=CC=C(C(=O)[O-])C=C1.[Mg+2].NC1=CC=C(C(=O)[O-])C=C1 magnesium para-aminobenzoate